C(C)(C)(C)OC(=O)C1=CC=NC2=CC=C(C=C12)N1C[C@H](OCCC1)C (R)-6-(2-methyl-1,4-oxaazepan-4-yl)quinoline-4-carboxylic acid tert-butyl ester